2-((4-methylCyclopenta-1,3-dien-1-yl)methyl)-4-oxo-7-phenylheptanal CC1=CC=C(C1)CC(C=O)CC(CCCC1=CC=CC=C1)=O